C1CCCC1 r-cyclopentan